tetrahydropyrimidino[1,6-a]indole C1NCCC=2N1C1=CC=CC=C1C2